monosodium 2-amino-1,4-benzenedisulfonate NC1=C(C=CC(=C1)S(=O)(=O)O)S(=O)(=O)[O-].[Na+]